NN(C=O)N diaminoformamide